NCC(=O)C1OC2=C(NC1)C=C(C=C2)C(=O)NC(C)(C)C 2-(2-aminoacetyl)-N-tert-butyl-3,4-dihydro-2H-1,4-benzoxazine-6-carboxamide